ClC1=NC(=NC(=C1C)N1CCC(CC1)OC1=CC2=C(OC(C(O2)([2H])[2H])([2H])[2H])C=C1)NN 4-Chloro-6-(4-((2,3-dihydrobenzo[b][1,4]dioxin-6-yl-2,2,3,3-d4)oxy)piperidin-1-yl)-2-hydrazineyl-5-methylpyrimidine